(S)-3-((S)-sec-butyl)-7-fluoro-4-(1H-pyrazole-5-carbonyl)-1,3,4,5-tetrahydro-2H-benzo[e][1,4]diazepin-2-one [C@H](C)(CC)[C@@H]1N(CC2=C(NC1=O)C=CC(=C2)F)C(=O)C2=CC=NN2